C1(CC1)OC1=C(C=C2C=CN=C(C2=C1)OC[C@H]1NC([C@H]([C@H]1C)F)=O)C(=O)N 7-(cyclopropyloxy)-1-{[(2S,3S,4S)-4-fluoro-3-methyl-5-oxopyrrolidin-2-yl]methoxy}isoquinoline-6-carboxamide